2-{3-[2-(dimethylamino)-4-methanesulfonylphenoxy]prop-1-yn-1-yl}-N-(1-methylpiperidin-4-yl)-1-(2,2,2-trifluoroethyl)-1H-indol-4-amine CN(C1=C(OCC#CC=2N(C=3C=CC=C(C3C2)NC2CCN(CC2)C)CC(F)(F)F)C=CC(=C1)S(=O)(=O)C)C